(4,4-difluorocyclohex-1-en-1-yl)-N-(1-(hydroxymethyl)cyclopropyl)quinoline-3-carboxamide FC1(CC=C(CC1)C1=NC2=CC=CC=C2C=C1C(=O)NC1(CC1)CO)F